3-chloro-N-[1-[5-chloro-2-(5-chloro-2-pyridyl)-1,2,4-triazol-3-yl]ethyl]-5-(trifluoromethyl)benzamide ClC=1C=C(C(=O)NC(C)C=2N(N=C(N2)Cl)C2=NC=C(C=C2)Cl)C=C(C1)C(F)(F)F